ClC1=NNC=C1C(=O)O 3-CHLORO-1H-PYRAZOLE-4-CARBOXYLIC ACID